2-(4-(allyloxy)styryl-4,6-dimethoxyphenyl)-1-isobutyl-1H-imidazole C(C=C)OC1=CC=C(C=CC2=C(C(=CC(=C2)OC)OC)C=2N(C=CN2)CC(C)C)C=C1